C(C)(C)(C)NS(=O)(=O)C1=C(C=CC(=C1)C(=O)N1CC2(C3=CC(=CC=C13)NS(=O)(=O)C)CCC1(CC2)CC1)O N-(tert-butyl)-2-hydroxy-5-(5''-(methylsulfonamido)dispiro[cyclopropane-1,1'-cyclohexane-4',3''-indoline]-1''-carbonyl)benzenesulfonamide